2-(6-Bromo-2-pyridinyl)acetic acid BrC1=CC=CC(=N1)CC(=O)O